CN1CCN(CC1)C1=NC=2C=CC=C(C2N=C1)C#N (4-methylpiperazin-1-yl)quinoxaline-5-carbonitrile